5-(methoxymethoxy)-6-(((methylsulfonyl)oxy)methyl)-3,4-dihydroisoquinoline-2(1H)-carboxylic acid tert-butyl ester C(C)(C)(C)OC(=O)N1CC2=CC=C(C(=C2CC1)OCOC)COS(=O)(=O)C